2,6-dichloro-4'-(cyclopropylsulfonyl)-[1,1'-biphenyl]-4-amine ClC1=C(C(=CC(=C1)N)Cl)C1=CC=C(C=C1)S(=O)(=O)C1CC1